[Na+].C(C(=O)C)(=O)[O-] Pyruvic Acid, Sodium Salt